C1(CC1)C(C=1C=C(C=CC1)NC(=O)C1C(=NN(C1=O)C1=CC=C(C=C1)OC(F)F)C)(F)F N-(3-(cyclopropyldifluoromethyl)phenyl)-1-(4-(difluoromethoxy)phenyl)-3-methyl-5-oxo-4,5-dihydro-1H-pyrazole-4-carboxamide